BrC=1C=C(C=NC1)C=1SC=CN1 2-(5-bromopyridin-3-yl)thiazole